FC1=C(OC2=CC(=CC=3N2C=NC3)C(=O)N)C=CC(=C1)OCCOC1CCOCC1 5-[2-fluoro-4-(2-tetrahydropyran-4-yloxyethoxy)phenoxy]imidazo[1,5-a]pyridine-7-carboxamide